(6R,8S)-2-chloro-8-methyl-8-(1-methyl-1H-pyrazol-4-yl)-N-(2-(trifluoromethyl)pyridin-4-yl)-7,8-dihydro-6H-cyclopenta[e]pyrazolo[1,5-a]pyrimidine-6-carboxamide ClC1=NN2C(N=CC3=C2[C@@](C[C@H]3C(=O)NC3=CC(=NC=C3)C(F)(F)F)(C=3C=NN(C3)C)C)=C1